FC=1C2=C(C(=NC1)N1N=CC(=C1)C)C(NC2)=O 7-fluoro-4-(4-methyl-1H-pyrazol-1-yl)-1H-pyrrolo[3,4-c]pyridin-3(2H)-one